9,10-Anthraquinone C1=CC=CC=2C(C3=CC=CC=C3C(C12)=O)=O